C(C)C1=NC(=C2N1C1=C(C(=N[C@@H]2C)C2=C(C=CC=C2)F)C=C(C=C1)Br)C(=O)O.C1(=CC=CC=C1)NC(=N)NC1=CC=CC=C1 1,3-diphenyl-guanidine ethyl-(R)-8-bromo-6-(2-fluorophenyl)-4-methyl-4H-benzo[f]imidazo[1,5-a][1,4]diazepine-3-carboxylate